6-(3-(4-(benzo[b]thiophen-3-yl)piperazin-1-yl)propoxy)-2-(3,4-dichlorophenyl)pyridazin-3(2H)-one S1C2=C(C(=C1)N1CCN(CC1)CCCOC=1C=CC(N(N1)C1=CC(=C(C=C1)Cl)Cl)=O)C=CC=C2